ClC1=NC=CC(=C1)NC(=O)C1=C(N(C(=C1C)C(C(=O)NC(CN1CCOCC1)(C)C)=O)C)C N-(2-chloropyridin-4-yl)-1,2,4-trimethyl-5-(2-((2-methyl-1-morpholinopropan-2-yl)amino)-2-oxoacetyl)-1H-pyrrole-3-carboxamide